(2R,3R,4S,5R)-2-(6-(3-iodobenzylamino)-2-chloro-9H-purin-9-yl)-5-(hydroxymethyl)-tetrahydrofuran IC=1C=C(CNC2=C3N=CN(C3=NC(=N2)Cl)[C@@H]2O[C@H](CC2)CO)C=CC1